(2S)-3-(tert-Butoxycarbonylamino)-2-methoxy-propionic acid C(C)(C)(C)OC(=O)NC[C@@H](C(=O)O)OC